N-(5,6-dimethyl-2-(2-methylpiperazin-1-yl)pyrimidin-4-yl)-1H-indazol-5-amine CC=1C(=NC(=NC1C)N1C(CNCC1)C)NC=1C=C2C=NNC2=CC1